(E)-1-methyl-N-(5-((2-morpholinoethyl)carbamoyl)-1H-pyrrol-3-yl)-4-(4-(2-(quinolin-3-yl)vinyl)benzamido)-1H-pyrrole-2-carboxamide CN1C(=CC(=C1)NC(C1=CC=C(C=C1)\C=C\C=1C=NC2=CC=CC=C2C1)=O)C(=O)NC1=CNC(=C1)C(NCCN1CCOCC1)=O